2-(3-(5-(5-chloropyridin-3-yl)-1,3,4-thiadiazol-2-yl)-6-oxopyridazin-1(6H)-yl)-N-cyclobutylacetamide ClC=1C=C(C=NC1)C1=NN=C(S1)C1=NN(C(C=C1)=O)CC(=O)NC1CCC1